cetylpyridinium carbon [C+4].C(CCCCCCCCCCCCCCC)[N+]1=CC=CC=C1